tert-butyl (3-(3-(((1S,2R,6R)-2,6-bis(3-((3-((tert-butoxycarbonyl)amino)propyl)amino)-3-oxopropoxy)-4-((6-hydroxyhexyl)carbamoyl) cyclohex-3-en-1-yl)oxy)propanamido)propyl)carbamate C(C)(C)(C)OC(=O)NCCCNC(CCO[C@H]1[C@H]([C@@H](CC(=C1)C(NCCCCCCO)=O)OCCC(NCCCNC(=O)OC(C)(C)C)=O)OCCC(=O)NCCCNC(OC(C)(C)C)=O)=O